2H-pyrido[2,1-a]isoquinolin-2-ol C=1C(C=CN2C1C1=CC=CC=C1C=C2)O